NC1=C(C=O)C(=CC=C1Br)C 2-amino-3-bromo-6-methylbenzaldehyde